CC1(C2=CC=CC=C2C=2C=CC(=CC12)N(C1=CC=C(C=C1)C1=CC=C(C=C1)C1=CC=CC=C1)C=1C=C(C(=CC1)C1=CC=CC=C1)C1=CC=CC=C1)C N-(9,9-dimethylfluoren-2-yl)-N-(6-phenylbiphenyl-3-yl)-N-(1,1':4',1''-terphenyl-4-yl)amine